C(C)OC(=O)C1(CCN(CC1)C1=NC(=CN=C1)OC1=CC=C(C=C1)F)F 4-fluoro-1-(6-(4-fluorophenoxy)pyrazin-2-yl)piperidine-4-carboxylic acid ethyl ester